CC1C=2N(CCN1)C=C(N2)C(=O)OCC ethyl 8-methyl-5,6,7,8-tetrahydroimidazo[1,2-a]pyrazine-2-carboxylate